C1(=CC=CC=C1)OC(=O)C1CCCCCCC=CCC1 phenylcycloundecane-8-ene-5-carboxylate